methyl (3R,5S)-5-(4-bromo-7-methoxynaphthalen-1-yl)-5-(((R)-tert-butylsulfinyl) amino)-3-hydroxyvalerate BrC1=CC=C(C2=CC(=CC=C12)OC)[C@H](C[C@H](CC(=O)OC)O)N[S@](=O)C(C)(C)C